C1CC2C(C2COC(=O)ON3C(=O)CCC3=O)CCC#C1 (1R,8S,9s)-Bicyclo[6.1.0]non-4-yn-9-ylmethyl Succinimidyl Carbonate